9,9-dimethyl-N-(4-(9-phenyl-9H-carbazol-3-yl)phenyl)-9H-fluorene-2-amine CC1(C2=CC=CC=C2C=2C=CC(=CC12)NC1=CC=C(C=C1)C=1C=CC=2N(C3=CC=CC=C3C2C1)C1=CC=CC=C1)C